benzyl (S)-2-(cyanomethyl)-4-(6-methyl-2-(((S)-1-methylpyrrolidin-2-yl)methoxy)-7-(naphthalen-1-yl)-8-oxo-7,8-dihydropyrimido[5,4-d]pyrimidin-4-yl)piperazine-1-carboxylate C(#N)C[C@@H]1N(CCN(C1)C=1C2=C(N=C(N1)OC[C@H]1N(CCC1)C)C(N(C(=N2)C)C2=CC=CC1=CC=CC=C21)=O)C(=O)OCC2=CC=CC=C2